C(C)(C)(C)OC(=O)N1CCN(CC1)C1=NC(=NC2=CC(=C(C=C12)Cl)C1=NC(=CC(=C1F)C)N)NC[C@H](C(C)(C)O)F 4-[7-(6-amino-3-fluoro-4-methyl-2-pyridinyl)-6-chloro-2-[[(2R)-2-fluoro-3-hydroxy-3-methyl-butyl]amino]quinazolin-4-yl]piperazine-1-carboxylic acid tert-butyl ester